ClC=1C=C2C(=NC(=NC2=C(C1C1=CC(=CC2=CC=C(C(=C12)C#C[Si](C(C)C)(C(C)C)C(C)C)F)O[Si](C(C)C)(C(C)C)C(C)C)F)F)N1C[C@@](CCC1)(O)C (3R)-1-(6-chloro-2,8-difluoro-7-(7-fluoro-8-((Triisopropylsilyl)ethynyl)-3-((triisopropylsilyl)oxy)naphth-1-yl)quinazolin-4-yl)-3-methylpiperidin-3-ol